C1(CCCCC1)OC(CCCCC)=O hexanoic acid cyclohexyl ester